6-(benzyloxy)-2-morpholino-9H-purine-9-amine C(C1=CC=CC=C1)OC1=C2N=CN(C2=NC(=N1)N1CCOCC1)N